N-[4-(6-amino-5-chloro-pyrimidin-4-yl)oxy-3-fluoro-phenyl]-1-(4-ethyl-2-pyridyl)-5-(trifluoromethyl)pyrazole-4-carboxamide NC1=C(C(=NC=N1)OC1=C(C=C(C=C1)NC(=O)C=1C=NN(C1C(F)(F)F)C1=NC=CC(=C1)CC)F)Cl